N-butanoyl-Phenylalanine C(CCC)(=O)N[C@@H](CC1=CC=CC=C1)C(=O)O